O=C1NC=2C(=NC=CC2)N1C=1C=CC(=NC1)OC1=C(C=C(C#N)C=C1)C(F)(F)F 4-[[5-(2-oxo-1H-imidazo[4,5-b]pyridin-3-yl)-2-pyridyl]oxy]-3-(trifluorometh-yl)benzonitrile